C1(CCCCC1)[C@@H]([C@@H](N)C1CCCCC1)N (1s,2s)-1,2-dicyclohexylethane-1,2-diamine